iodothiocholine ISCC[N+](C)(C)C